FC1=C(OC2=CC(=C(C(=O)OC)C=C2)F)C(=CC=C1)F Methyl 4-(2,6-difluorophenoxy)-2-fluorobenzoate